6-(4-(2-Fluoro-5-((4-oxo-7-((2,2,2-trifluoroethyl)amino)-3,4-dihydrophthalazin-1-yl)methyl)benzoyl)piperazin-1-yl)nicotinonitrile FC1=C(C(=O)N2CCN(CC2)C2=NC=C(C#N)C=C2)C=C(C=C1)CC1=NNC(C2=CC=C(C=C12)NCC(F)(F)F)=O